2-chloro-3,4-bis((4-methoxybenzyl)oxy)phenylhydrazine ClC1=C(C=CC(=C1OCC1=CC=C(C=C1)OC)OCC1=CC=C(C=C1)OC)NN